ClC=1C(=CC(=NC1)CCC1=C(C=C(C=C1C)C(=O)OC)C)C(F)(F)F methyl 4-{2-[5-chloro-4-(trifluoromethyl)-2-pyridyl]ethyl}-3,5-xylenecarboxylate